BrC(C(=O)NC1=NC=C(N=C1)OC1=C(C=C(C=C1F)F)CO[Si](C)(C)C(C)(C)C)C 2-bromo-N-(5-(2-(((tert-butyldimethylsilyl)oxy)methyl)-4,6-difluorophenoxy)pyrazin-2-yl)propanamide